2-methyl-3-ethyl-3,5-octanediol dibenzoate C(C1=CC=CC=C1)(=O)OC(C(C)C)(CC(CCC)OC(C1=CC=CC=C1)=O)CC